4-(phenylamino)-7H-pyrrolo[2,3-d]pyrimidine C1(=CC=CC=C1)NC=1C2=C(N=CN1)NC=C2